5-(5-((3-fluorophenyl)ethynyl)-2,3-dihydro-1H-inden-1-yl)-5-azaspiro[2.5]octane-8-carbonitrile FC=1C=C(C=CC1)C#CC=1C=C2CCC(C2=CC1)N1CC2(CC2)C(CC1)C#N